C(C)OC(\C=C\C=1C=NC=C(C1)C1=CC=C(C=C1)C(F)(F)F)=O (E)-3-(5-(4-(trifluoromethyl)phenyl)pyridin-3-yl)acrylic acid ethyl ester